2-[2-(aminomethyl)-3,3-difluoro-allyl]-4-[[5-[6-(dimethylamino)-3-pyridinyl]-3-methyl-2-thienyl]methyl]-1,2,4-triazol-3-one NCC(CN1N=CN(C1=O)CC=1SC(=CC1C)C=1C=NC(=CC1)N(C)C)=C(F)F